FCCCOC1=CC=C(C=C1)C1=CC=C(C=C1)C=O 4'-(3-fluoropropoxy)-[1,1'-biphenyl]-4-carbaldehyde